2-[4-isopropyl-6-(4-sulfamoyl-benzylamino)-pyrimidin-2-ylamino]-4-methyl-thiazole-5-carboxylic acid ethyl ester C(C)OC(=O)C1=C(N=C(S1)NC1=NC(=CC(=N1)C(C)C)NCC1=CC=C(C=C1)S(N)(=O)=O)C